2,4-dimethyl-5-nitro-benzaldehyde oxime CC1=C(C=NO)C=C(C(=C1)C)[N+](=O)[O-]